2-(methylthio)pyrimidine-5-d CSC1=NC=C(C=N1)[2H]